C(C)OC(=O)C1OCC2(CO2)CC1 trans-1,5-dioxaspiro[2.5]octane-6-carboxylic acid ethyl ester